Nα-(tert-butoxycarbonyl)-D-asparagine C(C)(C)(C)OC(=O)N[C@H](CC(N)=O)C(=O)O